8-(m-methylphenyl)-5-(p-toluenesulfonyl)imidazo[1,2-a]pyrazine CC=1C=C(C=CC1)C=1C=2N(C(=CN1)S(=O)(=O)C1=CC=C(C)C=C1)C=CN2